COC(C1=CC(=C(C=C1)C(F)(F)F)N)=O 3-Amino-4-trifluoromethylbenzoic acid methyl ester